C(CCC)OC=1C(=C(C=C(C1)C(C)C)O)C(C)C 3-Butoxy-2,5-di(propan-2-yl)phenol